1-(5-chloro-2-methylpyridin-4-yl)-N-(5-cyano-6-(2H-1,2,3-triazol-2-yl)pyridin-3-yl)-5-(trifluoromethyl)-1H-pyrazole-4-carboxamide ClC=1C(=CC(=NC1)C)N1N=CC(=C1C(F)(F)F)C(=O)NC=1C=NC(=C(C1)C#N)N1N=CC=N1